2-p-chlorophenyl-4-hydroxy-5-pyrimidinecarboxylic acid ClC1=CC=C(C=C1)C1=NC=C(C(=N1)O)C(=O)O